BrC=1C2=C(C(NC1)=O)NC(=C2)C 4-bromo-2-methyl-1H-pyrrolo[2,3-c]Pyridin-7(6H)-one